FC1=C(C=CC=C1)C(=O)N1CCC2(CO2)CC1 (2-Fluorophenyl)(1-oxa-6-azaspiro[2.5]octan-6-yl)methanone